C1(=CC=CC=C1)C1=NNC(=C1N1C(C(C(C(C1([2H])[2H])([2H])[2H])([2H])[2H])([2H])[2H])([2H])[2H])N 3-phenyl-4-((2H10)piperidin-1-yl)-1H-pyrazol-5-amine